2-(2-Hydroxy-propan-2-yl)-N'-(tricyclo[6.2.0.03,6]deca-1,3(6),7-trien-2-ylcarbamoyl)thiazole-5-sulfonimidamide OC(C)(C)C=1SC(=CN1)S(=O)(N)=NC(NC1=C2CCC2=CC=2CCC12)=O